fluoro-2-oxo-2H-[1,2'-bipyridine]-3-carboxylic acid FC1=C(C(N(C=C1)C1=NC=CC=C1)=O)C(=O)O